FC(C1=NC2=C(N1)C=CC=C2N)F 2-(difluoromethyl)-1H-benzo[d]imidazol-4-amine